acetamide bis(2,2,2-trifluoroacetate) FC(C(=O)O)(F)F.FC(C(=O)O)(F)F.C(C)(=O)N